C(C=C)(=O)SC(CSC=1SC(=NN1)SCCCCCC)CCCC 2-acryloylthio-n-hexylthio-5-n-hexylthio-1,3,4-thiadiazole